[Li+].[OH-] hydroxide lithium